2-[(3-chloro-2-fluorophenyl)methyl]-4,4-difluoro-3,3-dihydroxypyrrolidine-1-carboxylic acid tert-butyl ester C(C)(C)(C)OC(=O)N1C(C(C(C1)(F)F)(O)O)CC1=C(C(=CC=C1)Cl)F